BrCC1=CC=CC(=N1)N1CCOCC1 4-(6-(bromomethyl)pyridin-2-yl)morpholine